(3R,4S)-3-cyclopropyl-1-(6-imidazo[1,2-a]pyridin-6-ylpyrazolo[1,5-a]pyrazin-4-yl)-4-methyl-2-oxopyrrolidine-3-carbonitrile C1(CC1)[C@]1(C(N(C[C@H]1C)C=1C=2N(C=C(N1)C=1C=CC=3N(C1)C=CN3)N=CC2)=O)C#N